N-(4-bromo-2,5-dimethylphenyl)-N-(6,7-dihydro-5H-cyclopenta[b]pyridin-2-yl)-3-(tetrahydro-2H-pyran-4-yl)propiolamide BrC1=CC(=C(C=C1C)N(C(C#CC1CCOCC1)=O)C1=CC=C2C(=N1)CCC2)C